BrC1=C(C=CC(=C1)Cl)Cl 2-bromo-1,4-dichlorobenzene